(R,Z)-N-(4-((4-([1,2,4]triazolo[1,5-a]pyridin-7-yloxy)-2-methoxy-5-methylphenyl)amino)-7-methoxy-quinazolin-6-yl)-2-fluoro-3-(1-methylpiperidin-2-yl)acrylamide N=1C=NN2C1C=C(C=C2)OC2=CC(=C(C=C2C)NC2=NC=NC1=CC(=C(C=C21)NC(/C(=C/[C@@H]2N(CCCC2)C)/F)=O)OC)OC